(S)-4-(3-fluoro-4-methyl-benzyl)-1-(3-fluoro-5-methoxypyridin-2-yl)-3-(oxetan-3-yl)piperazine-2,5-dione FC=1C=C(CN2[C@H](C(N(CC2=O)C2=NC=C(C=C2F)OC)=O)C2COC2)C=CC1C